4,7-Dichloro-1-methyl-pyrazolo[3,4-d]pyridazine ClC1=C2C(=C(N=N1)Cl)N(N=C2)C